4-bromo-3-(3-methoxyphenyl)isoquinolin-1(2H)-one BrC1=C(NC(C2=CC=CC=C12)=O)C1=CC(=CC=C1)OC